(S)-Benzyl (1-((2-(1H-indazol-3-yl)ethyl)amino)-3-(benzyloxy)-1-oxopropan-2-yl)carbamate N1N=C(C2=CC=CC=C12)CCNC([C@H](COCC1=CC=CC=C1)NC(OCC1=CC=CC=C1)=O)=O